(E)-3-(3-((tert-Butoxycarbonyl)amino)prop-1-en-1-yl)benzoic acid C(C)(C)(C)OC(=O)NC/C=C/C=1C=C(C(=O)O)C=CC1